N1=C(C=CC=C1)SSCCC(=O)OCCCCCCCCC nonyl 3-(pyridin-2-yldisulfanyl)propanoate